BrC1=C(C[C@@H]2N(C(OC2)=O)C2=CC(=CC(=N2)[C@@H](C)NC=2C(=NC(=CC2)Cl)C(=O)O)C)C=CC=C1 3-(((R)-1-(6-((S)-4-(2-Bromobenzyl)-2-oxooxazolidin-3-yl)-4-methylpyridin-2-yl)ethyl)amino)-6-chloropicolinic acid